Cl.FC1=CC(=C(C=C1)NN)OC (4-fluoro-2-methoxy-phenyl)hydrazine hydrochloride